ClC=1C=CC(=C(CN2N=CC(=C2)C(=O)OC(C)(C)C)C1)OC tert-Butyl 1-(5-chloro-2-methoxybenzyl)-1H-pyrazole-4-carboxylate